3H-imidazo[4,5-d][1,2,3]triazine-4,6(5H,7H)-dione N1=NNC(C2=C1NC(N2)=O)=O